C(C1=CC=CC=C1)N1[C@H](CN(CC1)CC1=NC(=C(C=C1)OC)OC)C1=C(C=CC=C1)OC(C)C (2S)-1-benzyl-4-[(5,6-dimethoxypyridin-2-yl)methyl]-2-(2-isopropoxyphenyl)piperazine